NC(C(C(CC1CC1)NC(=O)[C@@H]1[C@H]2C([C@H]2CN1C([C@H](C(C)(C1=CC=CC=C1)C)NC(C(C)C)=O)=O)(C)C)=O)=O (1R,2S,5S)-N-(4-Amino-1-cyclopropyl-3,4-dioxobutan-2-yl)-3-((S)-2-isobutyramido-3-methyl-3-phenylbutanoyl)-6,6-dimethyl-3-azabicyclo[3.1.0]hexane-2-carboxamide